N(=C=O)C(N=C=O)(N=C=O)[Si] triisocyanatomethylsilicon